N1CCC(CC1)N1C=C2C=NNC(C2=CC1=O)=O 6-(piperidin-4-yl)-2,6-dihydropyrido[3,4-d]pyridazin-1,7-dione